FC1=C(C(=CC(=C1)CN[C@@H]1CN(CCC1)CCC(C)C)O)N1CC(NS1(=O)=O)=O 5-[2-fluoro-6-hydroxy-4-[[[(3S)-1-isopentyl-3-piperidinyl]amino]methyl]phenyl]-1,1-dioxo-1,2,5-thiadiazolidin-3-one